C(C=C)OC1CC=2C(=NC=3N(C2N([C@@H]2C[C@H](CC2)NC(OC(C)(C)C)=O)CC2=CC=C(C=C2)OC)N=CC3Br)C13CCCC3 tert-Butyl ((1S,3S)-3-((6-(allyloxy)-3-bromo-6,7-dihydrospiro[cyclopenta[d]pyrazolo[1,5-a]pyrimidine-5,1'-cyclopentane]-8-yl)(4-methoxybenzyl)amino)cyclopentyl)carbamate